4-((S)-4-((3-fluorophenyl)sulfonyl)-6-(3-(difluoromethoxy)-5-fluorophenyl)-3,4-dihydro-2H-benzo[b][1,4]oxazin-2-yl)bicyclo[2.2.1]heptane-1-carboxylic acid FC=1C=C(C=CC1)S(=O)(=O)N1C2=C(O[C@H](C1)C13CCC(CC1)(C3)C(=O)O)C=CC(=C2)C2=CC(=CC(=C2)F)OC(F)F